FC(C=1N=C2N(C(C1)=O)C=CC(=C2)OC)F 2-(difluoromethyl)-8-methoxy-4H-pyrido[1,2-a]pyrimidin-4-one